FC1=C(C=CC(=C1)C=1C(=NOC1C)C1=CC=CC=C1)S(=O)(=O)N 2-fluoro-4-(5-methyl-3-phenylisoxazol-4-yl)benzenesulfonamide